4-(6-chloropyridin-2-yl)piperazine-1-carboxylic acid tert-butyl ester C(C)(C)(C)OC(=O)N1CCN(CC1)C1=NC(=CC=C1)Cl